CC=1C(=NC(=NC1)NC1CCC(CC1)N)C1=CN=C2N1C=CC(=C2)C=2C=NC=CC2 (1r,4r)-N1-(5-Methyl-4-(7-(pyridin-3-yl)imidazo[1,2-a]pyridin-3-yl)pyrimidin-2-yl)cyclohexane-1,4-diamine